FC(CN1CC2(C1)N(C(CN(C2=O)C2=CC=C(C#N)C=C2)=O)CC2=CC=C(C=C2)C(F)(F)F)F 4-(2-(2,2-difluoroethyl)-6,9-dioxo-5-(4-(trifluoromethyl)benzyl)-2,5,8-triazaspiro[3.5]nonan-8-yl)benzonitrile